C(CCC(C(=O)O)CSCCCCCCCCCCCC)C(C(=O)O)CSCCCCCCCCCCCC.C(CCC\C=C/C\C=C/C\C=C/C\C=C/CCCCC)(=O)NCCC1=CC(O)=C(O)C=C1 N-arachidonoyl-dopamine 1,3-propanediyl-bis[3-(dodecylthio)propionate]